3-ethyl-3-methyldiaziridine C(C)C1(NN1)C